5-methyl-2-((6-methylbenzo[c][1,2,5]thiadiazol-5-yl)amino)-8-(tetrahydro-2H-pyran-4-yl)-5,8-dihydropteridine-6,7-dione CN1C=2C=NC(=NC2N(C(C1=O)=O)C1CCOCC1)NC1=CC=2C(=NSN2)C=C1C